[Si](C)(C)(C(C)(C)C)O[C@H]1CC[C@H](CC1)OC=1C(=CC=C2C=NC(=NC12)NC1=CC(=CC=C1)CS(=O)(=O)C)C#C 8-((cis-4-((tert-butyldimethylsilyl)oxy)cyclohexyl)oxy)-7-ethynyl-N-(3-((methylsulfonyl)methyl)phenyl)quinazoline-2-amine